The molecule is a trivalent inorganic anion obtained by removal of all three protons from antimonic acid. It is an antimony oxoanion and a trivalent inorganic anion. It is a conjugate base of an antimonate(2-). [O-][Sb](=O)([O-])[O-]